CC1=C(C=NC(=C1)OC1(CC1)C)NC(C)=O N-[4-methyl-6-(1-methylcyclopropoxy)-3-pyridyl]acetamide